phenyl-N-propyl-2-(4-(trifluoromethyl)phenyl)oxazole-4-carboxamide C1(=CC=CC=C1)C1=C(N=C(O1)C1=CC=C(C=C1)C(F)(F)F)C(=O)NCCC